N-methylglycyl-L-asparaginyl-L-proline CNCC(=O)N[C@@H](CC(N)=O)C(=O)N1[C@@H](CCC1)C(=O)O